O=C1NC(CCC1N1C(C2=CC=CC(=C2C1)C#CCCCCCN1CCN(CC1)C1=CC=C(C(=O)N2CCN(CC2)CCCCNC(\C=C\C=2C=NC=CC2)=O)C=C1)=O)=O (E)-N-(4-(4-(4-(4-(7-(2-(2,6-dioxopiperidin-3-yl)-1-oxoisoindolin-4-yl)hept-6-yn-1-yl)piperazin-1-yl)benzoyl)piperazin-1-yl)butyl)-3-(pyridin-3-yl)acrylamide